COC=1C(=CC2=CN(N=C2C1)C1CCC(CC1)NCCN(C(OC(C)(C)C)=O)C)C(NC=1C(N(C=CC1)C)=O)=O tert-Butyl (2-(((1r,4r)-4-(6-methoxy-5-((1-methyl-2-oxo-1,2-dihydropyridin-3-yl)carbamoyl)-2H-indazol-2-yl)cyclohexyl)amino)ethyl)(methyl)carbamate